BrC1=C(C(=C(C=C1)N1[C@H](CN(CC1)CN1CCCC1)C)F)F (S)-(4-(4-bromo-2,3-difluorophenyl)-3-methylpiperazine-1-yl)(pyrrolidin-1-yl)methan